CNCCN N-methyl-ethane-1,2-diamine